ClC=1C=C2CCN([C@H](C2=C(C1)Cl)C)C(=O)[C@H]1CNCC(O1)(C)C ((S)-6,8-dichloro-1-methyl-3,4-dihydroisoquinolin-2(1H)-yl)((R)-6,6-dimethylmorpholin-2-yl)methanone